NC1=C(C(=NN1C(C)C)C1=NC=C(C=C1)CC(=O)NC1=CC(=NO1)C1CCCCC1)C(=O)N 5-Amino-3-[5-[2-[(3-cyclohexylisoxazol-5-yl)amino]-2-oxo-ethyl]-2-pyridyl]-1-isopropyl-pyrazole-4-carboxamide